C(#N)C1=CC(=NC=C1)N1C=C(C2=C1N=CN=C2N2CC(N(CC2C)C(=O)[O-])C)C=2C=NC=CC2 4-(7-(4-cyanopyridin-2-yl)-5-(pyridin-3-yl)-7H-pyrrolo[2,3-d]pyrimidin-4-yl)-2,5-dimethylpiperazine-1-carboxylate